COC1=CC=C(OCCCN(C(=O)C2=C(OC=3N=CN=C(C32)NC3(CC3)C)C)C)C=C1 N-[3-(4-methoxyphenoxy)propyl]-N,6-dimethyl-4-[(1-methylcyclopropyl)amino]furo[2,3-d]pyrimidine-5-carboxamide